N-(cyclopropylmethyl)-2-(4-(2-(4-isopropylphenyl)-6-methoxy-1,2,3,4-tetrahydronaphthalen-1-yl)phenyl)ethan-1-amine C1(CC1)CNCCC1=CC=C(C=C1)C1C(CCC2=CC(=CC=C12)OC)C1=CC=C(C=C1)C(C)C